COC1=NC=CC(=C1N1CCC(CC1)N1C(NC=2C(C1)=CN(N2)C)=O)C 5-(2'-Methoxy-4'-methyl-3,4,5,6-tetrahydro-2H-[1,3']bipyridinyl-4-yl)-2-methyl-2,4,5,7-tetrahydro-pyrazolo[3,4-d]pyrimidin-6-one